N-(5-chloro-2-phenoxybenzyl)-1-(piperidin-4-yl)methanamine ClC=1C=CC(=C(CNCC2CCNCC2)C1)OC1=CC=CC=C1